N-cyclopropyl-2-fluoro-5-{1-[6-(1-hydroxyethyl)imidazo[1,2-a]pyridin-3-yl]-1H-pyrazol-4-yl}-4-methylbenzamide C1(CC1)NC(C1=C(C=C(C(=C1)C=1C=NN(C1)C1=CN=C2N1C=C(C=C2)C(C)O)C)F)=O